(S)-3-chloro-N-(1-((1-cyanocyclopropyl)amino)-3-(1-methyl-1H-benzo[d]imidazol-2-yl)-1-oxopropan-2-yl)propanamide ClCCC(=O)N[C@H](C(=O)NC1(CC1)C#N)CC1=NC2=C(N1C)C=CC=C2